6-(ethoxymethyl)-2-(methylthio)pyrido[2,3-d]pyrimidin-7(8H)-one C(C)OCC1=CC2=C(N=C(N=C2)SC)NC1=O